N-(4-Amino-2-chlorobenzyl)-5-chloro-2-hydroxybenzamide NC1=CC(=C(CNC(C2=C(C=CC(=C2)Cl)O)=O)C=C1)Cl